(Z)-3-benzyl-5-((4-chlorophenyl)(phenyl)methylene)oxazolidine-2,4-dione C(C1=CC=CC=C1)N1C(O\C(\C1=O)=C(\C1=CC=CC=C1)/C1=CC=C(C=C1)Cl)=O